O(CCNC(=O)C=1N(C(C(=CC1)C(=O)N1C(SCC1)=S)=O)OCC1=CC=CC=C1)CCNC(=O)C=1N(C(C(=CC1)C(=O)N1C(SCC1)=S)=O)OCC1=CC=CC=C1 N,N'-(Oxybis(ethane-2,1-diyl))bis(1-(benzyloxy)-6-oxo-5-(2-thioxothiazolidine-3-carbonyl)-1,6-dihydropyridine-2-carboxamide)